C1(CC1)OC1=NC(=NC=C1C(=O)NC1=C(C=CC=C1Cl)Cl)NC=1C=NN(C1)C1CCOCC1 4-cyclopropoxy-N-(2,6-dichlorophenyl)-2-{[1-(oxan-4-yl)-1H-pyrazol-4-yl]amino}pyrimidine-5-carboxamide